2,2-dimethyl-3-(2-(trifluoromethyl)phenoxy)propionic acid CC(C(=O)O)(COC1=C(C=CC=C1)C(F)(F)F)C